C(\C=C\CO)O Trans-2-butene-1,4-diol